methyl-6,7,8,9-tetrahydro-11H-pyrido[2,1-b]quinazoline CC1=C2CN3C(=NC2=CC=C1)CCCC3